CC1=CC=C(C=C1)C(=C)C 1-methyl-4-prop-1-en-2-ylbenzene